C(C1=CC=CC=C1)NC(=O)NC1=CC(=C(C=C1)C1=CN=C(S1)[C@@H]1CC[C@H](CC1)NC(OC(C)C)=O)S(NC(CO[Si](C)(C)C(C)(C)C)(C)C)(=O)=O trans-isopropyl N-[4-[5-[4-(benzylcarbamoylamino)-2-[[2-[tert-butyl(dimethyl)silyl]oxy-1,1-dimethyl-ethyl]sulfamoyl]phenyl]thiazol-2-yl]cyclohexyl]carbamate